The molecule is an organic cation obtained by protonation of the imidazole group of (S)-isoconazole. It is a conjugate acid of a (S)-isoconazole. It is an enantiomer of a (R)-isoconazole(1+). [H+].C1=CC(=C(C(=C1)Cl)CO[C@H](CN2C=CN=C2)C3=C(C=C(C=C3)Cl)Cl)Cl